[C@@H]12CN(CC(OC1)C2)CC2=CC(=C1CN(C(C1=C2)=O)C=2C=C(C=CC2)C2(CC(C2)C#N)CC2=NN=CN2C)C(F)(F)F (1r,3r)-3-(3-(6-((6-oxa-3-azabicyclo[3.2.1]octan-3-yl)methyl)-1-oxo-4-(trifluoromethyl)isoindolin-2-yl)phenyl)-3-((4-methyl-4H-1,2,4-triazol-3-yl)methyl)cyclobutane-1-carbonitrile